NC=1C(=C(C(=CC1)C=1C(=CC=CC1)S(=O)(=O)O)S(=O)(=O)O)N diamino-2,2'-biphenyl-disulfonic acid